C(CC(O)(C(=O)O)CC(=O)O)(=O)O.[Zn].[Cu] copper-zinc citric acid